5-(2-amino-3-methylpyridin-4-yl)-N-((6-((3R,5S)-3,5-dimethylpiperazin-1-yl)pyridin-2-yl)methyl)-7H-pyrrolo[2,3-d]pyrimidin-4-amine NC1=NC=CC(=C1C)C1=CNC=2N=CN=C(C21)NCC2=NC(=CC=C2)N2C[C@H](N[C@H](C2)C)C